N1N=CC(=C1)C=1C2=C(C(=NC1)NCC=1C=C(C=CC1)NC(=O)C=1C=C3C=NN(C3=CC1)C)CCO2 N-(3-(((7-(1H-pyrazol-4-yl)-2,3-dihydrofuro[3,2-c]pyridin-4-yl)amino)methyl)phenyl)-1-methyl-1H-indazole-5-carboxamide